tert-butyl N-[(6R,10E,13S)-16-fluoro-3,7-dioxo-2,8-diazatricyclo[12.3.1.02,6]octadeca-1(18),10,14,16-tetraen-13-yl]carbamate FC=1C=C2[C@H](C/C=C/CNC([C@H]3CCC(N3C(C1)=C2)=O)=O)NC(OC(C)(C)C)=O